methyl 4-amino-2-chloro-6-methyl-pyrimidine-5-carboxylate NC1=NC(=NC(=C1C(=O)OC)C)Cl